C(C)[N+](CCC[N+](CC)(CC)CC)(CC)CC N1,N1,N1,N3,N3,N3-hexaethylpropane-1,3-diaminium